ClC1=CN=C2C(=NC(=CN12)C=1C=NN(C1)C1CN(C1)C)N1[C@H]([C@@H](C1)O)C (2S,3R)-1-{3-chloro-5-[1-(1-methyl-3-azetidinyl)-4-pyrazolyl]-1,3a,6-triaza-7-indenyl}-2-methyl-3-azetidinol